(S)-N-(2-chloro-3,4-difluorobenzyl)-5-fluoro-8-methylene-5,6,7,8-tetrahydroquinoline-5-carboxamide ClC1=C(CNC(=O)[C@]2(C=3C=CC=NC3C(CC2)=C)F)C=CC(=C1F)F